FC1=C(C(=C2C=CNC2=C1)SC)OC=1C=C(C=CC1)C=1NC(=CN1)C(O)C1=CC=CC=C1 (2-(3-((6-fluoro-4-(methylthio)-1H-indol-5-yl)oxy)phenyl)-1H-imidazol-5-yl)(phenyl)methanol